methylphenylporphyrin CC=1C(=C2NC1C=C1C=CC(=N1)C=C1C=CC(N1)=CC=1C=CC(N1)=C2)C2=CC=CC=C2